O1N=C(C2=C1C=CC=C2)C=2C(=NC=CC2)C=O 3-(benzo[d]isoxazol-3-yl)pyridine-2-carboxaldehyde